phenyl (8-fluoroimidazo[1,2-a]pyridin-6-yl)carbamate FC=1C=2N(C=C(C1)NC(OC1=CC=CC=C1)=O)C=CN2